O1CCC(=CC1)C=1C=C2CCCC(C2=CC1)=O 6-(3,6-dihydro-2H-pyran-4-yl)-1,2,3,4-tetrahydronaphthalen-1-one